4-(4-(quinolin-3-yl)quinazolin-2-yl)piperazine N1=CC(=CC2=CC=CC=C12)C1=NC(=NC2=CC=CC=C12)N1CCNCC1